sec-hexyl-sulfur C(C)(CCCC)[S]